1,2-bis(phenylimino)acenaphthene C1(=CC=CC=C1)N=C1C(C2=CC=CC3=CC=CC1=C23)=NC2=CC=CC=C2